2-(4-chlorophenyl)-3-(3,8-diazabicyclo[3.2.1]Oct-3-ylmethyl)imidazo[1,2-a]Pyrimidine dihydrochloride Cl.Cl.ClC1=CC=C(C=C1)C=1N=C2N(C=CC=N2)C1CN1CC2CCC(C1)N2